[BH4-].[Li+] lithium(1+) borohydride